N,N-dimethylaminopropyne CN(C)C#CC